FC(C1=CC2=C(N=C(O2)S)C=C1)(F)F 6-(trifluoromethyl)benzo[d]oxazole-2-thiol